N-(2-(1-methyl-1H-pyrrolo[3,2-b]pyridin-3-yl)-2-(pyrrolidin-1-yl)ethyl)-1H-indole-6-sulfonamide CN1C=C(C2=NC=CC=C21)C(CNS(=O)(=O)C2=CC=C1C=CNC1=C2)N2CCCC2